C1=C(C=CC2=NC3=CC=CC=C3C=C12)C(=O)NCC(=O)N1CC2(OCCO2)C[C@H]1C(=O)N[C@H](C)C=1SC=C(C1)C(N)=N (S)-7-((acridine-2-carbonyl)glycyl)-N-((R)-1-(4-carbamimidoylthiophen-2-yl)ethyl)-1,4-dioxa-7-azaspiro[4.4]nonane-8-carboxamide